C(C)(=O)N1N=C(C=2CC[C@H](CC12)C(=O)N[C@@]1(CS(CC1)(=O)=O)C)C1=CC(=CC=C1)OC(F)F (R)-1-acetyl-3-(3-(difluoromethoxy)phenyl)-N-((S)-3-methyl-1,1-dioxidotetrahydrothiophen-3-yl)-4,5,6,7-tetrahydro-1H-indazole-6-carboxamide